ClC=1C=C(C=CC1)CC(C(=O)O)C 3-(3-chlorophenyl)-2-methylpropanoic acid